1-(1-(2-ethyl-5-(methoxy-d3)-4-nitrophenyl)piperidin-4-yl)-4-methylpiperazine C(C)C1=C(C=C(C(=C1)[N+](=O)[O-])OC([2H])([2H])[2H])N1CCC(CC1)N1CCN(CC1)C